FC(C(=O)O)C(C)(O)C1=CC=C(C=C1)F 2-fluoro-3-(4-fluorophenyl)-3-hydroxybutyric acid